benzyl (1R,2S)-2-[[(2-tert-butoxy-2-oxo-ethyl)-(ditert-butoxyphosphoryloxymethoxycarbonyl)amino]methyl]cyclobutanecarboxylate C(C)(C)(C)OC(CN(C(=O)OCOP(=O)(OC(C)(C)C)OC(C)(C)C)C[C@@H]1[C@@H](CC1)C(=O)OCC1=CC=CC=C1)=O